C(C)C(CO)C 3-Ethyloxabutan